(2S,3R,5S)-4-[[3-(2,4-difluoro-3-methyl-phenyl)-5-methyl-5-(trifluoromethyl)tetrahydrofuran-2-carbonyl]amino]pyridine-2-carboxamide FC1=C(C=CC(=C1C)F)[C@@H]1[C@H](O[C@@](C1)(C(F)(F)F)C)C(=O)NC1=CC(=NC=C1)C(=O)N